ethyl 7-(dibromomethyl)benzo[c]isoxazole-3-carboxylate BrC(C1=CC=CC=2C1=NOC2C(=O)OCC)Br